C1=CC(=CC(=C1)Br)OC2=CC=C(C=C2)Br 3,4'-dibromodiphenyl ether